N-(2-(2-(2-(2-Hydroxyethoxy)ethoxy)ethoxy)ethyl)-N-methyl-2-nitrobenzenesulfonamide OCCOCCOCCOCCN(S(=O)(=O)C1=C(C=CC=C1)[N+](=O)[O-])C